C1=CC(=CC=C1C(=O)NCC(=O)O)N The molecule is an N-acylglycine that is the 4-amino derivative of hippuric acid; used as a diagnostic agent in the measurement of renal plasma flow. It has a role as a Daphnia magna metabolite. It is a conjugate acid of a p-aminohippurate.